trans-4-((3-(2-Isopropyloxazol-4-yl)phenyl)((trans-4-(5-methoxy-6-methylpyridin-2-yl)cyclohexyl)methyl) carbamoyl)cyclohexyl (2-hydroxyethyl)carbamate OCCNC(O[C@@H]1CC[C@H](CC1)C(N(C[C@@H]1CC[C@H](CC1)C1=NC(=C(C=C1)OC)C)C1=CC(=CC=C1)C=1N=C(OC1)C(C)C)=O)=O